ClC1=C(C=C(C=2C([C@@]3([C@@H](CC(C=C3OC)=O)C)OC21)=O)OC)C(=O)O\N=C(\C(C)OC2OCCCC2)/N [(Z)-(1-Amino-2-tetrahydropyran-2-yloxy-propylidene)amino] (2S,5'R)-7-chloro-1',4-dimethoxy-5'-methyl-3,3'-dioxo-spiro[benzofuran-2,6'-cyclohexene]-6-carboxylate